C(CCCCCCC)(=O)NCC(=O)O.[K] potassium octanoyl-glycine